CN(C[C@@H]1[C@@H](NCC1)C)C N,N-Dimethyl-1-((2S,3R)-2-methylpyrrolidin-3-yl)methanamine